1-chloro-3,3,3-trifluoro-1-propyne ClC#CC(F)(F)F